N1=NNC(C2=C1C=CC=C2)=O 3H-benzo[d][1,2,3]triazin-4-one